(1R,4R)-5-(3-(3-cyclopropyl-1H-indazol-5-yl)imidazo[1,2-b]pyridazin-6-yl)-2-oxa-5-azabicyclo[2.2.1]heptane C1(CC1)C1=NNC2=CC=C(C=C12)C1=CN=C2N1N=C(C=C2)N2[C@H]1CO[C@@H](C2)C1